C(C)(C)(C)OC(=O)N1[C@H](CN(CC1)C1=C(C(=NC2=CC(=C(C=C12)Cl)Br)Cl)C#N)CC#N (S)-4-(7-bromo-2,6-dichloro-3-cyanoquinolin-4-yl)-2-(cyanomethyl)piperazine-1-carboxylic acid tert-butyl ester